FC(C=1N=CC(=NC1)NC(=O)N1C2CCC1CC=1N=CN=CC12)(F)F (±)-N-(5-(trifluoromethyl)pyrazin-2-yl)-6,7,8,9-tetrahydro-5H-5,8-epiminocyclohepta[d]pyrimidine-10-carboxamide